F[C@@H]1C[C@H](N(C1)C)COC1=NC=2CC(CCC2C(=N1)N1[C@H](CN(CC1)C(=O)OC(C)(C)C)C)C1=CC(=CC2=CC=CC=C12)O tert-butyl (3S)-4-[2-[[(2S,4R)-4-fluoro-1-methyl-pyrrolidin-2-yl]methoxy]-7-(3-hydroxy-1-naphthyl)-5,6,7,8-tetrahydroquinazolin-4-yl]-3-methyl-piperazine-1-carboxylate